5,10,15,20-tetra(3-methoxyphenyl)porphyrin COC=1C=C(C=CC1)C=1C2=CC=C(N2)C(=C2C=CC(C(=C3C=CC(=C(C=4C=CC1N4)C4=CC(=CC=C4)OC)N3)C3=CC(=CC=C3)OC)=N2)C2=CC(=CC=C2)OC